C1(CC1)S(=O)(=O)NCC1=C(C=CC=C1)[N+](=O)[O-] cyclopropyl-N-(2-nitrophenyl)methylsulfonamide